C(#N)N1[C@H](C[C@H](C1)OC)C(=O)N(C1=CC=C(C=C1)S(F)(F)(F)(F)F)C(C(=O)NC1CC(OCC1)(C)C)C=1C=NC=CC1 (2R,4R)-1-cyano-N-[2-[(2,2-dimethyltetrahydropyran-4-yl)amino]-2-oxo-1-(3-pyridyl)ethyl]-4-methoxy-N-[4-(pentafluoro-λ6-sulfanyl)phenyl]pyrrolidine-2-carboxamide